C[N+]1(C(CCC1)CCCCO)CCCCO 1-methyl-1,2-bis(4-hydroxybutyl)pyrrolidinium